C(C)OCC(CO)OCC 1,2-diethoxy-3-propanol